tert-butyl (E)-(4-(6-carbamoyl-4-(3,3-dimethoxypropoxy)-2-iminobenzo[d]thiazol-3(2H)-yl)but-2-en-1-yl)carbamate C(N)(=O)C1=CC2=C(N(C(S2)=N)C/C=C/CNC(OC(C)(C)C)=O)C(=C1)OCCC(OC)OC